C1(CCCCC1)C[C@H](C(=O)N1CCC(CC1)(O)C(C)N1C=NC(=CC1=O)C1=CC=CC=C1)C 3-(1-(1-((R)-3-cyclohexyl-2-methylpropanoyl)-4-hydroxypiperidin-4-yl)ethyl)-6-phenylpyrimidin-4(3H)-one